ClC1=CC=CC(=N1)C(=O)NC=1C(=CC=2N(C1)C=C(N2)CCC(C)(C)O)OC 6-chloro-N-[2-(3-hydroxy-3-methylbutyl)-7-methoxyimidazo[1,2-a]pyridin-6-yl]pyridine-2-carboxamide